OC1C(C(C2OC2C1O)C(=O)O)OC1C(C(C(C(C1)CO)O)O)O 4,5-dihydroxy-3-((2,3,4-trihydroxy-5-(hydroxymethyl)cyclohexyl)oxy)-7-oxabicyclo[4.1.0]heptane-2-carboxylic acid